(rac)-6-(benzyloxy)-N,N-dimethyl-4-((4-methylphenyl)sulfonylamino)hexanamide C(C1=CC=CC=C1)OCC[C@@H](CCC(=O)N(C)C)NS(=O)(=O)C1=CC=C(C=C1)C |r|